ClC1=NC(=CC(=C1)CN1CCN(CC1)CCC#N)Cl 3-(4-((2,6-dichloropyridin-4-yl)methyl)piperazin-1-yl)propionitrile